((2R,4S,5R)-4-hydroxy-5-(hydroxymethyl)-5-methyltetrahydrofuran-2-yl)pyrimidin-2(1H)-one O[C@H]1C[C@@H](O[C@]1(C)CO)N1C(N=CC=C1)=O